COC1=CC=C(C=C1)I(C1=CC=C(C=C1)OC)Br di(4-methoxyphenyl)-iodine bromide